1-{3-[(3S)-3-aminopyrrolidin-1-yl]phenyl}-N-{4-[4-(morpholin-4-yl)-7H-pyrrolo[2,3-d]pyrimidin-6-yl]phenyl}methanesulfonamide N[C@@H]1CN(CC1)C=1C=C(C=CC1)CS(=O)(=O)NC1=CC=C(C=C1)C1=CC2=C(N=CN=C2N2CCOCC2)N1